N-(5-(4-((7-ethyl-6-oxo-5,6-dihydro-1,5-naphthyridin-3-yl)methyl)piperazin-1-yl)pyridin-2-yl)-1-methyl-1H-pyrazole-4-carboxamide C(C)C=1C(NC=2C=C(C=NC2C1)CN1CCN(CC1)C=1C=CC(=NC1)NC(=O)C=1C=NN(C1)C)=O